7-isopropyl-5-methyl-2-(naphthalen-1-ylmethyl)-4,6-dioxo-4,5,6,7-tetrahydro-2H-pyrazolo[3,4-d]Pyrimidine-3-carboxylic acid C(C)(C)N1C(N(C(C=2C1=NN(C2C(=O)O)CC2=CC=CC1=CC=CC=C21)=O)C)=O